[Na].C(=O)NC1=COC2=C(C1=O)C=C(C(=C2)NS(=O)(=O)C)S(=O)C2=CC=CC=C2 N-(3-formamido-4-oxo-6-benzenesulfinyl-4H-7-benzopyranyl)methanesulfonic acid Amide sodium salt